ClC1=CC=C(C=C1)N1C(=NN=C1CCOCC1=CC=CC=C1)[C@@H]1CC[C@H](CC1)OC1=NC=CC=C1 trans-2-[4-[4-(4-Chlorophenyl)-5-(2-phenylmethoxyethyl)-1,2,4-triazol-3-yl]cyclohexyl]oxypyridin